1-Butyl-1-ethylpyrrolidinium chlorid [Cl-].C(CCC)[N+]1(CCCC1)CC